FC(C=1C=CC(=NC1)NC1CCN(CC1)S(=O)(=O)C1=CC=C(C=C1)C1=CC=C2CCNC(C2=C1)=O)(F)F 7-(4-((4-((5-(Trifluoromethyl)pyridin-2-yl)amino)piperidin-1-yl)sulfonyl)phenyl)-3,4-dihydroisoquinolin-1(2H)-one